5-methyl-1,5-hexanediol CC(CCCCO)(C)O